C(#N)C(C)[C@@]1([C@H](O)[C@H](O)[C@@H](CO)O1)N1C=NC=2C(O)=NC=NC12 1-cyanoethyl-inosine